[[4-(trifluoromethoxy)phenyl]methyl]-2,3-dihydro-1lambda4,5-benzothiazepin-4-one FC(OC1=CC=C(C=C1)CS=1CCC(N=C2C1C=CC=C2)=O)(F)F